1-(trans-4-cyanotetrahydro-2H-pyran-3-yl)-3-[(1-hydroxy-7-methyl-3H-2,1-benzoxaborole-5-yl)amino]pyrazole-4-carboxamide C(#N)[C@H]1[C@@H](COCC1)N1N=C(C(=C1)C(=O)N)NC=1C=C(C2=C(COB2O)C1)C